FC12CCC(CC1)CC2 4-fluorobicyclo(2.2.2)octan